[1,3-bis(2,4,6-trimethylphenyl)-4,5-dihydroimidazol-2-yliden]ruthenium(II) dichlorid CC1=C(C(=CC(=C1)C)C)N1C(N(CC1)C1=C(C=C(C=C1C)C)C)=[Ru-2](Cl)Cl